O[C@]1(C#C)CC[C@H]2[C@@H]3CC[C@H]4CC([C@H](C[C@]4(C)[C@H]3CC[C@]12C)N1CCN(CC1)C(=O)[C@H]1N(CCC1)C(=O)C1=NC2=CC=CC=C2C=C1)=O (2β,5α,17α)-17-hydroxy-2-(4-{[(2S)-1-(quinolin-2-ylcarbonyl)pyrrolidin-2-yl]carbonyl}piperazin-1-yl)pregn-20-yn-3-one